4-(6-(6-(4-nitrobenzyl)-3,6-diazabicyclo[3.1.1]heptan-3-yl)pyridin-3-yl)-6-(1-(difluoromethyl)-1H-pyrazol-4-yl)pyrazolo[1,5-a]pyridine-3-carbonitrile [N+](=O)([O-])C1=CC=C(CN2C3CN(CC2C3)C3=CC=C(C=N3)C=3C=2N(C=C(C3)C=3C=NN(C3)C(F)F)N=CC2C#N)C=C1